N[C@@H](COC1=CN=C(C=C1C(=O)O)OC)CC1=CC=CC=C1.C1ON2C(C(CC2)O1)=O methylenedioxypyrrolidon (R)-5-(2-amino-3-phenylpropoxy)-2-methoxyisonicotinate